CN1CC2CN(CC(C1)O2)C=2C=CC1=C(N=C(O1)C)C2 3-methyl-7-(2-methylbenzo[d]oxazol-5-yl)-9-oxa-3,7-diazabicyclo[3.3.1]nonane